OC=1C=C(C=C(C1)C=O)C=O 5-hydroxy-1,3-benzenedialdehyde